1-(4-cyclobutyl-5-(4-fluorophenyl)-1-methyl-1H-pyrazol-3-yl)-3-(3,3-difluorocyclobutyl)urea C1(CCC1)C=1C(=NN(C1C1=CC=C(C=C1)F)C)NC(=O)NC1CC(C1)(F)F